4-((2-chlorothiazol-5-yl)methyl)piperidine-1,4-dicarboxylic acid ClC=1SC(=CN1)CC1(CCN(CC1)C(=O)O)C(=O)O